4-(ethynyloxy)pyrrolidine-2-carboxylic acid C(#C)OC1CC(NC1)C(=O)O